C(C)OC(=O)C=1NC(=C(C1C)CCC(=O)N1CC(CCC1)C(NCCN1CCCCCC1)=O)C ETHYL-4-[3-(3-{[2-(AZEPAN-1-YL)ETHYL]CARBAMOYL}PIPERIDIN-1-YL)-3-OXOPROPYL]-3,5-DIMETHYL-1H-PYRROLE-2-CARBOXYLATE